(S)-1'-(8-((2-amino-3-chloropyridin-4-yl)thio)-7-methyl-[1,2,4]triazolo[1,5-a]pyridin-5-yl)-1,3-dihydrospiro[indene-2,4'-piperidine]-1-amine NC1=NC=CC(=C1Cl)SC=1C=2N(C(=CC1C)N1CCC3(CC1)[C@@H](C1=CC=CC=C1C3)N)N=CN2